C1(CCCCC1)NC(C([C@H](C[C@H]1C(NCC1)=O)NC(=O)[C@H]1N(C[C@H]2[C@@H]1CCC2)C(=O)C=2NC1=CC=CC(=C1C2)OC(F)F)O)=O (1S,3aR,6aS)-N-((2S)-4-(cyclohexylamino)-3-hydroxy-4-oxo-1-((S)-2-oxopyrrolidin-3-yl)butan-2-yl)-2-(4-(difluoromethoxy)-1H-indole-2-carbonyl)octahydrocyclopenta[c]pyrrole-1-carboxamide